NC1=C2C(=NC=N1)N(N=C2I)CCCCOC(NC)=O (4-(4-amino-3-iodo-1H-pyrazolo[3,4-d]pyrimidin-1-yl)butyl)(methyl)carbamate